BrC=1C=CC(=C(C1)O)C1=NN=C(C2=CC=CC=C12)N[C@H]1CN(CCC1)C (R)-5-bromo-2-(4-((1-methylpiperidin-3-yl)amino)phthalazin-1-yl)phenol